ClC1=C(CCCC1=CC=C1C=C(SC(=C1)C1=CC=CC=C1)C1=CC=CC=C1)C=CC1=CC(=[S+]C(=C1)C1=CC=CC=C1)C1=CC=CC=C1 4-[2-[2-chloro-3-[(2,6-diphenyl-4H-thiopyran-4-yliden)-ethyliden]-1-cyclohexen-1-yl]ethenyl]-2,6-diphenylthiopyrylium